S1C=NC2=C1C=C(C=C2)N2N=C1C(=C(C2=O)C2=CC=C(C=C2)OC(F)F)N=C(C=C1)OCC(F)F 2-(benzo[d]thiazol-6-yl)-6-(2,2-difluoroethoxy)-4-(4-(difluoromethoxy)phenyl)pyrido[3,2-c]pyridazin-3(2H)-one